N-((3S,4S)-4-fluoropyrrolidin-3-yl)-6-(6-methoxyimidazo[1,2-a]pyrazin-3-yl)pyridin-2-amine F[C@@H]1[C@H](CNC1)NC1=NC(=CC=C1)C1=CN=C2N1C=C(N=C2)OC